ethyl 4-bromo-7-chlorobenzo[b]thiophene-2-carboxylate BrC1=CC=C(C=2SC(=CC21)C(=O)OCC)Cl